Ethyl (S)-3-(3-(hydroxymethyl)phenyl)-3-(7-methoxy-1-methyl-1H-benzo[d][1,2,3]triazol-5-yl)propanoate OCC=1C=C(C=CC1)[C@H](CC(=O)OCC)C1=CC2=C(N(N=N2)C)C(=C1)OC